methyl 5-fluoro-6-(methyl-d3)picolinate FC=1C=CC(=NC1C([2H])([2H])[2H])C(=O)OC